5-bromo-2-nitro-4-(trifluoromethyl)benzaldehyde BrC=1C(=CC(=C(C=O)C1)[N+](=O)[O-])C(F)(F)F